bis(4-hydroxyphenyl)sulfide OC1=CC=C(C=C1)SC1=CC=C(C=C1)O